3-(benzyl-(5-isobutyl-4-(4-(thiophen-3-yl)phenyl)thiazol-2-yl)amino)propanoic acid C(C1=CC=CC=C1)N(CCC(=O)O)C=1SC(=C(N1)C1=CC=C(C=C1)C1=CSC=C1)CC(C)C